[32-Methyl-20-oxo-18-(trifluoromethyl)-14-oxa-8,9,10,21-tetraazahexacyclo[19.5.3.216,19.13,7.06,10.024,28]dotriaconta-1(26),3(32),4,6,8,16,18,24,27,30-decaen-2-yl]acetic Acid CC=1C2=C3C=CC1C(C1=CC=C4CCN(C(C5=C(C=C(COCCCN3N=N2)C=C5)C(F)(F)F)=O)CC4=C1)CC(=O)O